COC(=O)C=1C(N(C2=NC(=CC=C2C1N)C(F)(F)F)C1=CC=CC=C1)=O 4-amino-2-oxo-1-phenyl-7-(trifluoromethyl)-1,2-dihydro-1,8-naphthyridine-3-carboxylic acid methyl ester